C(C)(C)(C)OC(C1=CC=C(C=C1)C1=CN=C2N1N=CC(=C2)C2=CC(=CC=C2)C#N)=O 4-(7-(3-Cyanophenyl)imidazo[1,2-b]pyridazin-3-yl)benzoic acid tert-butyl ester